N2-tert-butyl-N8-(3-chloro-5-fluorophenyl)-9-(piperidin-4-yl)-9H-purine-2,8-diamine C(C)(C)(C)NC1=NC=C2N=C(N(C2=N1)C1CCNCC1)NC1=CC(=CC(=C1)F)Cl